NC1=CC=C(C(C(=O)[O-])=C1)O 5-amino-salicylate